(2R,6S)-4-(5-cyanopyrimidin-2-yl)-2,6-dimethyl-N-{2-[1-(2-phenylethyl)piperidin-4-yl]ethyl}piperazine-1-carboxamide C(#N)C=1C=NC(=NC1)N1C[C@H](N([C@H](C1)C)C(=O)NCCC1CCN(CC1)CCC1=CC=CC=C1)C